2-[2-bromo-4-(difluoromethoxy)-6-methylphenyl]-6-ethoxy-2,5-dihydro-4H-pyrazolo[3,4-d]pyrimidin-4-one BrC1=C(C(=CC(=C1)OC(F)F)C)N1N=C2N=C(NC(C2=C1)=O)OCC